CN=C=N N-methyl-carbodiimide